(R)-4-benzyl-3-((2R,3S)-2-((2,3-dihydro-1H-inden-2-yl)oxy)-3-(3,5-dimethoxy-4-methylphenyl)-3-hydroxypropanoyl)oxazolidin-2-one C(C1=CC=CC=C1)[C@H]1N(C(OC1)=O)C([C@@H]([C@@H](O)C1=CC(=C(C(=C1)OC)C)OC)OC1CC2=CC=CC=C2C1)=O